O[C@@H]1CN(CC1)C1=C(C=C(C=C1)S(=O)(=O)NC(=O)C1CCC1)C=1NC2=CC=CC=C2C1 (S)-N-((4-(3-hydroxypyrrolidin-1-yl)-3-(1H-indol-2-yl)phenyl)sulfonyl)cyclobutanecarboxamide